2-chloro-3-fluoro-6-methyl-5-(4,4,5,5-tetramethyl-1,3,2-dioxaborolan-2-yl)benzonitrile ClC1=C(C#N)C(=C(C=C1F)B1OC(C(O1)(C)C)(C)C)C